N-(1,1-dioxido-2,3-dihydrothiophen-3-yl)-3-methoxy-3',4'-dimethyl-[1,1'-biphenyl]-4-carboxamide O=S1(CC(C=C1)NC(=O)C1=C(C=C(C=C1)C1=CC(=C(C=C1)C)C)OC)=O